CCCCCCCCC(CCCCCCCC)OC(CCCCCCCN(CCCCCCCC(=O)OCCCCCCCCC)CCO)=O 8-[(2-hydroxyethyl)(8-nonyloxy-8-oxooctyl)amino]octanoic acid (heptadecan-9-yl) ester